[Cl-].NC=1C=CC2=NC3=CC=C(C=C3[N+](=C2C1)C1=CC=CC=C1)N 3,7-diamino-5-phenylphenazine-5-ium chloride